ClC=1C(=C(C=CC1Cl)O)[C@H](C1CCN(CC1)C(=O)[C@H]1CNCC1)O 3,4-dichloro-2-[(S)-hydroxy([1-[(3R)-pyrrolidine-3-carbonyl]piperidin-4-yl])methyl]phenol